[Si](C1=CC=CC=C1)(C1=CC=CC=C1)(C(C)(C)C)OCCCNCCC1=CC(=CC=C1)OC1=CC=CC=C1 3-((tert-butyldiphenylsilyl)oxy)-N-(3-phenoxyphenethyl)propan-1-amine